NC1=C2C(=NC=N1)N(N=C2C2=CC=C(C=C2)OC2=CC=CC=C2)C2CCN(CC2)CC2=C(C(=CC=C2)F)C2C(NC(CC2)=O)=O 3-(2-((4-(4-amino-3-(4-phenoxyphenyl)-1H-pyrazolo[3,4-d]pyrimidin-1-yl)piperidin-1-yl)methyl)-6-fluorophenyl)piperidine-2,6-dione